OC(CC1=CC=CC=C1)(C)C 2-hydroxy-2-methyl-1-phenylpropan